4-[2-fluoro-4-(pyrrolidin-1-yl)phenyl]-2-[(3R)-3-methylmorpholin-4-yl]-8-[1-(tetrahydro-2H-pyran-2-yl)-1H-pyrazol-5-yl]-1,7-naphthyridine FC1=C(C=CC(=C1)N1CCCC1)C1=CC(=NC2=C(N=CC=C12)C1=CC=NN1C1OCCCC1)N1[C@@H](COCC1)C